[S].[C].[Cr] chromium carbon sulfur